tert-butyl 1',2'-dihydrospiro[azetidine-3,3'-pyrrolo[2,3-c]pyridine]-1-carboxylate N1CC2(C=3C1=CN=CC3)CN(C2)C(=O)OC(C)(C)C